3-[3-methyl-2-oxo-5-[[4-(4-piperidylmethyl)-1-piperidyl]methyl]benzimidazol-1-yl]piperidine-2,6-dione CN1C(N(C2=C1C=C(C=C2)CN2CCC(CC2)CC2CCNCC2)C2C(NC(CC2)=O)=O)=O